C(CCCCCCC\C=C/CCCCCCCC)(=O)OC1=CC=C(C=C1)CC(=O)OCCC1CCN(CC1)CCSSCCN1CCC(CC1)CCOC(CC1=CC=C(C=C1)OC(CCCCCCC\C=C/CCCCCCCC)=O)=O Bis[2-(4-{2-[4-(cis-9-octadecenoyloxy)phenylacetoxy] ethyl}piperidinyl)ethyl] disulfide